5-(1,2,4-oxadiazolyl)(3-pyridyl)piperazine-1-carboxamide O1N=C(N=C1)C1NCC(N(C1)C(=O)N)C=1C=NC=CC1